tert-butyl 2-[4-[5-(2,8-dimethylimidazo[1,2-a]pyridin-6-yl)-6-ethyl-2-pyridinyl] piperazin-1-yl]-6,8-dihydro-5H-pyrido[3,4-d]pyrimidine-7-carboxylate CC=1N=C2N(C=C(C=C2C)C=2C=CC(=NC2CC)N2CCN(CC2)C=2N=CC3=C(N2)CN(CC3)C(=O)OC(C)(C)C)C1